6-(naphthalen-2-yl)pyrimidine C1=C(C=CC2=CC=CC=C12)C1=CC=NC=N1